CN(C(OC(C)(C)C)=O)CCNC tert-butyl methyl(2-(methylamino)ethyl)-carbamate